Methyl 8-bromo-9-(4-iodophenyl)-7-methyl-6,7-dihydro-5H-benzo[7]annulene-3-carboxylate BrC=1C(CCC2=C(C1C1=CC=C(C=C1)I)C=CC(=C2)C(=O)OC)C